4-((4-(tert-amyl)phenyl)amino)cyclohexane-1-one C(C)(C)(CC)C1=CC=C(C=C1)NC1CCC(CC1)=O